OO.O1CCC1 oxetane compound with hydrogen peroxide